2-[[3-chloro-5-[[2-(2,6-dioxo-3-piperidyl)-1-oxo-isoindolin-5-yl]methylcarbamoylamino]phenoxy]methyl]prop-2-enoic acid ClC=1C=C(OCC(C(=O)O)=C)C=C(C1)NC(NCC=1C=C2CN(C(C2=CC1)=O)C1C(NC(CC1)=O)=O)=O